Methyl 6-[1-(pivaloyloxymethyl)-1H-1,2,3-triazole-4-yl]nicotinate C(C(C)(C)C)(=O)OCN1N=NC(=C1)C1=NC=C(C(=O)OC)C=C1